NC1=C2N=CN(C2=NC(=N1)F)C1OC(C(C1O)O)CO 2-(6-amino-2-fluoropurin-9-yl)-5-(hydroxymethyl)oxolane-3,4-diol